C1(CCCCC1)N(CCS(=O)(=O)O)C(CC[C@@H](C)[C@H]1CC[C@H]2[C@@H]3[C@H](C[C@@H]4C[C@H](C(C[C@]4(C)[C@H]3CC[C@]12C)(F)F)O)O)=O N-(cyclohexyl)-N-(2,2-difluoro-3β,7β-dihydroxy-5β-cholan-24-oyl)-2-amino-ethanesulfonic acid